FC(F)[SiH2]CCCC#N 4-(difluoromethylsilyl)butanenitrile